ClC=1N=CNC1Cl 4,5-dichloroimidazole